C(C)(C)(C)OC(=O)N(C1=CC(=NC=2N1N=CC2C(=O)O)Cl)C 7-((tert-butoxycarbonyl)(methyl)amino)-5-chloropyrazolo[1,5-a]pyrimidine-3-carboxylic acid